C(CCC\C=C/C\C=C/C\C=C/C\C=C/CCCCC)(=O)NCC(=O)O N-arachidonoylglycine